3-{[(4-methylphenyl)acetyl]amino}-4-pyridinecarboxylic acid CC1=CC=C(C=C1)CC(=O)NC=1C=NC=CC1C(=O)O